1-(4-Nitrophenyl)benzimidazole-5-carboxylic acid methyl ester COC(=O)C1=CC2=C(N(C=N2)C2=CC=C(C=C2)[N+](=O)[O-])C=C1